C(#N)C(C)(C)C1=CC(=NC=C1)C(=O)N 4-(2-cyanoprop-2-yl)pyridineamide